C(C(=C)C)(=O)OC1CCC2C3CCC(C12)C3 (octahydro-4,7-methano-1H-indenyl) methacrylate